C(N)(=O)C1=CC2=C(N3C(S2)=NC(=C3)C3=C(C=C(C=C3)C3CN(CC3)C(=O)OC(C)(C)C)F)C=C1 tert-butyl 3-(4-(7-carbamoylbenzo[d]imidazo[2,1-b]thiazol-2-yl)-3-fluorophenyl)pyrrolidine-1-carboxylate